C1(=CC=CC=C1)C1=CSC=2C3=C(N(SC21)C2=CC=CC=C2)SC=C3 3,5-diphenyldithienothiazine